FC(C=1C(=NC=C(C1)C1=CC(=NC=C1)C)OC[C@@](CC(C)C)(N)C)F (R)-1-((3-(difluoromethyl)-5-(2-methylpyridin-4-yl)pyridin-2-yl)oxy)-2,4-dimethylpentan-2-amine